2-(tetrahydro-1H-furo[3,4-c]pyrrol-5(3H)-yl)ethanamine 2HCl salt Cl.Cl.C1OCC2C1CN(C2)CCN